[5-(2-fluoroethyl)-2-thienyl]methanone FCCC1=CC=C(S1)C=O